3,7-dimethyloct-7-ene-1,6-diol CC(CCO)CCC(C(=C)C)O